[I-].COC=1C=C(CNC(C(=O)[C@H]2N(CCC2)C(CNC(=O)C2=CC=NC3=C(C=CC=C23)NC(CCC[N+](C)(C)C)=O)=O)=O)C=CC1OC (S)-4-((4-((2-(2-(2-((3,4-dimethoxybenzyl)amino)-2-oxoacetyl)pyrrolidin-1-yl)-2-oxoethyl)carbamoyl)quinolin-8-yl)amino)-N,N,N-trimethyl-4-oxobutan-1-aminium iodide